[Cl-].[Cl-].ClC=1C=C(C2=CC=CC=C2C1)C(=[Zr+2](C1=C(C(=CC=2C3=CC(=C(C=C3CC12)C1=CC=CC=C1)C(C)(C)C)C(C)(C)C)C1=CC=CC=C1)C1C=CC=C1)C1=CC(=CC2=CC=CC=C12)Cl di-(3-chloronaphthyl)methylene(cyclopentadienyl)(2,7-diphenyl-3,6-di-tert-butylfluorenyl)zirconium dichloride